C1(CC1)C1=CC(=NN1)NC(CC1=NN(C=C1)C1=NC=CC=C1)=O N-(5-cyclopropyl-1H-pyrazol-3-yl)-2-(1-(pyridin-2-yl)-1H-pyrazol-3-yl)acetamide